ClCCN(C1=CC2=C(N(C(=N2)CCCC(=O)O)C)C=C1)CCCl 4-[5-[bis(2-chloroethyl)amino]-1-methylbenzimidazol-2-yl]Butyric acid